The molecule is a 2,5-dihydro-1,3-thiazole carrying carboxy-, methyl- and (2-phosphonooxy)ethylidene-substituents at positions 2, 4 and 5 respectively. It has a role as a bacterial metabolite. It is a member of 1,3-thiazoles, a monocarboxylic acid, a phosphate monoester and an olefinic compound. CC\\1=N[C@H](S/C1=C\\COP(=O)(O)O)C(=O)O